C(=O)OC1=C(C=CC(=C1)C=1C=NNC1)C1=CN=C(N=N1)N1CC(NCC1)C1(CC1)C 2-{3-[3-(1-methylcyclopropyl)piperazin-1-yl]-1,2,4-triazin-6-yl}-5-(1H-pyrazol-4-yl)phenol formate